2-[(1R)-1-amino-2-methylpropyl]-5-chloro-N-[(furan-2-yl)methyl]-3-methylthieno[3,2-b]pyridin-7-amine N[C@H](C(C)C)C1=C(C2=NC(=CC(=C2S1)NCC=1OC=CC1)Cl)C